COCC(O)COC 1,3-dimethylglycerin